n-docosyl dodecyl ketone C(CCCCCCCCCCC)C(=O)CCCCCCCCCCCCCCCCCCCCCC